FC1=C(C=C(C=C1)CC1=NNC(C2=CC=CC=C12)=O)C1=CC2=C(NC(=N2)NC(=O)NCCC2CCN(CC2)C)C=C1 1-(5-(2-fluoro-5-((4-oxo-3,4-dihydrophthalazin-1-yl)methyl)phenyl)-1H-benzimidazol-2-yl)-3-(2-(1-methylpiperidin-4-yl)ethyl)urea